C1(CC1)C[B-](F)(F)F cyclopropylmethyl(trifluoro)boranuide